O=S1(N(CCC1)C=1C=NN2C1CN([C@H](C2)C)C(=O)NC2=CC(=C(C(=C2)F)F)F)=O (6S)-3-(1,1-dioxo-1,2-thiazolidin-2-yl)-6-methyl-N-(3,4,5-trifluorophenyl)-6,7-dihydro-4H-pyrazolo[1,5-a]pyrazine-5-carboxamide